NC1=NC(=CC(=N1)N1CCC2(C[C@H](NC2)C(=O)O)CC1)O[C@@H](C(F)(F)F)C1=C(C=C(C=C1)C1=CC(=CC=C1)F)N1N=C(C=C1)C (S)-8-(2-amino-6-((R)-2,2,2-trifluoro-1-(3'-fluoro-3-(3-methyl-1H-pyrazol-1-yl)-[1,1'-biphenyl]-4-yl)ethoxy)pyrimidin-4-yl)-2,8-diazaspiro[4.5]decane-3-carboxylic acid